2-[2'-hydroxy-5'-(methacryloyloxyethyl)phenyl]-5-cyanoethyl-benzotriazole OC1=C(C=C(C=C1)CCOC(C(=C)C)=O)N1N=C2C(=N1)C=CC(=C2)CCC#N